8-([1,2,4]triazolo[4,3-a]pyridin-8-yl)-N-(((1aR,6bR)-5-fluoro-1a,6b-dihydro-1H-cyclopropa[b]benzofuran-6-yl)methyl)-[1,2,4]triazolo[4,3-c]pyrimidin-5-amine N=1N=CN2C1C(=CC=C2)C=2C=1N(C(=NC2)NCC2=C(C=CC3=C2[C@@H]2[C@H](O3)C2)F)C=NN1